3-[[4-amino-8-(trans-4-aminocyclohexoxy)-5,5-dimethyl-6H-benzo[h]quinazolin-7-yl]oxy]propanenitrile NC1=NC=NC=2C3=C(CC(C12)(C)C)C(=C(C=C3)O[C@@H]3CC[C@H](CC3)N)OCCC#N